CC12CC(C1)C2 1-methylbicyclo[1.1.1]pentane